6-METHOXY-3-OXOISOINDOLIN-5-YLBORONIC ACID COC1=C(C=C2C(NCC2=C1)=O)B(O)O